C1(CCC1)CN([C@@H]1CC[C@H](CC1)N(C1=C(C(N(C=2C=CC(=NC12)C#N)C)=O)C#N)C)C1=CC2=C(OCCO2)C=C1 trans-8-((4-((cyclobutylmethyl)(2,3-dihydrobenzo[b][1,4]dioxin-6-yl)amino)cyclohexyl)(methyl)amino)-5-methyl-6-oxo-5,6-dihydro-1,5-naphthyridine-2,7-dicarbonitrile